18-fluoro-5-(4-methylpiperazin-1-yl)-7,13-dioxa-10,21,24,25-tetraazapentacyclo[18.5.2.12,6.014,19.023,26]octacosa-1(25),2,4,6(28),14(19),15,17,20,22,26-decaene FC1=CC=CC=2OCCNCCOC=3C(=CC=C(C4=NNC5=CN=C(C12)C=C45)C3)N3CCN(CC3)C